3-(2-chloro-3-methylphenyl)-6-hydroxy-2-methylpyrimidin-4(3H)-one ClC1=C(C=CC=C1C)N1C(=NC(=CC1=O)O)C